C(#N)C(CNC=1C(=CC=C2C=CC(=CC12)C1=CC=CC(=N1)C(=O)NC1CCC(CC1)N1CCCC1)OC)=C 6-{8-[(2-cyano-2-methylideneethyl)amino]-7-methoxynaphthalen-2-yl}-N-[4-(pyrrolidin-1-yl)cyclohexyl]pyridine-2-carboxamide